C(C(=C)C)(=O)OCCC[SiH](OC)OC 3-methacryloxypropyl-dimethoxy-silane